methyl ((R)-2-((3-cyano-5-fluorobenzyl)oxy)heptadecyl) hydrogen phosphate P(=O)(OC)(OC[C@@H](CCCCCCCCCCCCCCC)OCC1=CC(=CC(=C1)F)C#N)O